O(NC(NNS(=O)(=O)S(=O)(=O)C1=CC=CC=C1)=O)NC(NNS(=O)(=O)S(=O)(=O)C1=CC=CC=C1)=O 4,4'-oxybis(benzenesulfonyl-sulfonylsemicarbazide)